2-(difluoromethoxy)-4-[7-[2-(dimethylamino)ethoxy]imidazo[1,2-a]pyridin-3-yl]-6-fluoro-N-(2,2,2-trifluoroethyl)benzamide FC(OC1=C(C(=O)NCC(F)(F)F)C(=CC(=C1)C1=CN=C2N1C=CC(=C2)OCCN(C)C)F)F